BrN1C(C=CC2=CN=CC=C12)=O bromo-1,6-naphthyridin-2(1H)-one